ClC1=C(C=C(C=C1)Cl)C=1N=C(NC1C1=CC=CC=C1)CC1=CSC=C1 4-(2,5-Dichlorophenyl)-5-phenyl-2-(3-thienylmethyl)imidazole